azetidin-1-yl{8-[(2,6-dimethylbenzyl)amino]-2,3-dimethylimidazo[1,2-a]pyridine-6-yl}methanone citrate C(CC(O)(C(=O)O)CC(=O)O)(=O)O.N1(CCC1)C(=O)C=1C=C(C=2N(C1)C(=C(N2)C)C)NCC2=C(C=CC=C2C)C